2,3,4,5-tetrakis(3-(tert-butyl)-9H-carbazol-9-yl)-6-(4,6-diphenyl-1,3,5-triazin-2-yl)benzonitrile C(C)(C)(C)C=1C=CC=2N(C3=CC=CC=C3C2C1)C1=C(C#N)C(=C(C(=C1N1C2=CC=CC=C2C=2C=C(C=CC12)C(C)(C)C)N1C2=CC=CC=C2C=2C=C(C=CC12)C(C)(C)C)N1C2=CC=CC=C2C=2C=C(C=CC12)C(C)(C)C)C1=NC(=NC(=N1)C1=CC=CC=C1)C1=CC=CC=C1